((3R,5R)-4-(2-fluoro-4-methoxybenzoyl)-3,5-dimethylpiperazin-1-yl)(2-fluoro-5-methoxyphenyl)methanone FC1=C(C(=O)N2[C@@H](CN(C[C@H]2C)C(=O)C2=C(C=CC(=C2)OC)F)C)C=CC(=C1)OC